C(CC)OC(CCCC/C=C/CCO)OCCC (3E)-9,9-dipropoxy-3-nonen-1-ol